C1(=CC=CC=C1)C=1N=C(SC1)NCC1(CCNCC1)O 4-(((4-phenylthiazol-2-yl)amino)methyl)piperidin-4-ol